(-)-(1S,4R)-4-AMINOCYCLOPENT-2-ENECARBOXYLIC ACID C1[C@@H](C=C[C@@H]1N)C(=O)O